BrC1=CC=C(C=C1)C1C(N(C(CC1)=O)CC1=CC=C(C=C1)OC)=O 3-(4-bromophenyl)-1-(4-methoxybenzyl)piperidine-2,6-dione